C(C)OC1=CC(=CC(=N1)C1=CC=C(C(=N1)N1C(C[C@@H](C1)C)(C)C)C(=O)NS(=O)(=O)C1=NNC=C1)C 6-(6-Ethoxy-4-methyl-2-pyridyl)-N-(1H-pyrazol-3-ylsulfonyl)-2-[(4S)-2,2,4-trimethylpyrrolidin-1-yl]pyridin-3-carboxamid